NC=1C2=C(N=CN1)N1C(=C2C#CC=2C(=CC3=C(N=C(S3)C3CC3)C2F)F)CN(CC1)C(C#CC)=O 1-(4-amino-5-((2-cyclopropyl-4,6-difluorobenzo[d]thiazol-5-yl)ethynyl)-8,9-dihydropyrazino[1',2':1,5]pyrrolo[2,3-d]pyrimidin-7(6H)-yl)but-2-yn-1-one